methyl (S)-2-((6'-((4-chloro-2-fluorobenzyl)oxy)-[2,2'-bipyridin]-5-yl)methyl)-1-(oxetan-2-ylmethyl)-1H-benzo[d]imidazole-6-carboxylate ClC1=CC(=C(COC2=CC=CC(=N2)C2=NC=C(C=C2)CC2=NC3=C(N2C[C@H]2OCC2)C=C(C=C3)C(=O)OC)C=C1)F